1,3-dihydroxypropyl octadecenoate C(C=CCCCCCCCCCCCCCCC)(=O)OC(CCO)O